1,2,4,5-tetrahydro-3H-benzo[d]azepin C1CNCCC2=C1C=CC=C2